C(CCCCCCCCCCCCCCCCCCCCC)[Si](OCC)(OCC)OCC docosyl-triethoxysilane